(1S,2S)-2-fluoro-N-(3-[5-methoxy-[1,3]thiazolo[4,5-b]pyridin-6-yl]-1H-pyrrolo[2,3-b]pyridin-6-yl)cyclopropane-1-carboxamide F[C@@H]1[C@@H](C1)C(=O)NC1=CC=C2C(=N1)NC=C2C=2C=C1C(=NC2OC)N=CS1